4-(tert-pentyl)cyclohexan-1-one O-allyl oxime C(C=C)ON=C1CCC(CC1)C(C)(C)CC